FC(N1N=CC(=C1C1=CC=2N(C=C1)N=C(C2)NC=2C=C(C(N(N2)C)=O)C)OC[C@@H]2N(CC2)C)F 6-[[5-[2-(difluoromethyl)-4-[[(2R)-1-methylazetidin-2-yl]methoxy]pyrazol-3-yl]pyrazolo[1,5-a]pyridin-2-yl]amino]-2,4-dimethyl-pyridazin-3-one